3-(4-((1R,5S)-3,8-diazabicyclo[3.2.1]octan-3-yl)-6,8-difluoro-2-((tetrahydro-1H-pyrrolizin-7a(5H)-yl)methoxy)quinazolin-7-yl)-4-chloroaniline [C@H]12CN(C[C@H](CC1)N2)C2=NC(=NC1=C(C(=C(C=C21)F)C=2C=C(N)C=CC2Cl)F)OCC21CCCN1CCC2